CC=1C(=NC=CC1C)NCC1=CC(=C(C(=C1)O)N1CC(NS1(=O)=O)=O)F 5-(4-(((3,4-dimethylpyridin-2-yl)amino)methyl)-2-fluoro-6-hydroxyphenyl)-1,2,5-thiadiazolidin-3-one 1,1-dioxide